C(#N)C1=CC(=C(C=C1)N1CC(N(C2(CC(C2)C(=O)N(C)C2CC2)C1=O)CC1=CC=C(C=C1)C(F)(F)F)=O)F (2r,4r)-8-(4-cyano-2-fluorophenyl)-N-cyclopropyl-N-methyl-6,9-dioxo-5-(4-(trifluoromethyl)benzyl)-5,8-diazaspiro[3.5]nonane-2-carboxamide